2-(6-(1-((1R,3s,5S)-8-azabicyclo[3.2.1]octan-3-yl)vinyl)-1,2,4-triazin-3-yl)-5-(1H-imidazol-1-yl)phenol [C@H]12CC(C[C@H](CC1)N2)C(=C)C2=CN=C(N=N2)C2=C(C=C(C=C2)N2C=NC=C2)O